2-(5-(isopropoxymethyl)-2-methoxyphenyl)-2-((R)-3-((5-(5,6,7,8-tetrahydro-1,8-naphthyridin-2-yl)pentyl)oxy)pyrrolidin-1-yl)acetic acid C(C)(C)OCC=1C=CC(=C(C1)C(C(=O)O)N1C[C@@H](CC1)OCCCCCC1=NC=2NCCCC2C=C1)OC